N-(cis-4-(difluoromethoxy)cyclohexyl)-5-(3-methylimidazo[1,2-a]pyrimidin-6-yl)pyrrolo[2,1-f][1,2,4]triazin-2-amine FC(O[C@H]1CC[C@H](CC1)NC1=NN2C(C=N1)=C(C=C2)C=2C=NC=1N(C2)C(=CN1)C)F